CN(C(OC(C)(C)C)=O)C=1C(=NC=C(C1)C(F)(F)F)NC1=NC(=NS1)C=1C=C2C(=CN1)N(C(C2)(C)C)C tert-Butyl methyl(5-(trifluoromethyl)-2-((3-(1,2,2-trimethyl-2,3-dihydro pyrrolo[2,3-c]pyridin-5-yl)-1,2,4-thiadiazol-5-yl)amino)pyridin-3-yl)carbamate